C(#N)C1=CC=C(C=C1)C=1C=NN2C1C(NC(=C2)C=2CCN(CC2)C(=O)OC(C)(C)C)=O tert-butyl 4-(3-(4-cyanophenyl)-4-oxo-4,5-dihydropyrazolo[1,5-a]pyrazin-6-yl)-3,6-dihydropyridine-1(2H)-carboxylate